3-oxo-1,2,3,4-tetrahydroisoquinoline-6-carboxylic acid O=C1NCC2=CC=C(C=C2C1)C(=O)O